FC(S(=O)(=O)O)(F)F.CN1CN(C=C1)C 1,3-dimethylimidazole trifluoromethanesulfonate